C(C)(C)(C)OC(=O)N(CC(=O)O)C 2-((tert-butoxycarbonyl)(methyl)amino)acetic acid